C(#N)NC1CC(C1)C(=O)NC1=CC(=NN1C)C1CCCCC1 (1r,3r)-3-(cyanoamino)-N-(3-cyclohexyl-1-methyl-1H-pyrazol-5-yl)cyclobutane-1-carboxamide